The molecule is cytidine in which the 2-keto group on the cytosine ring is substituted by an epsilon-Llysyl residue. It is a L-lysine derivative, a member of cytidines and a non-proteinogenic L-alpha-amino acid. C1=CN(C(=NCCCC[C@@H](C(=O)O)N)N=C1N)[C@H]2[C@@H]([C@@H]([C@H](O2)CO)O)O